C(C)(C)(C)OC(=O)N1CCC(=CC1)C1=CC(=C2C=C(N=NC2=C1)Cl)F.FC(C(C(F)(F)S(=O)[O-])(F)F)(C(F)(F)F)F.[Na+] sodium nonafluorobutyl-sulfinate tert-butyl-4-(3-chloro-5-fluorocinnolin-7-yl)-3,6-dihydropyridine-1(2H)-carboxylate